2,2'-oxybis(N-(2-(2-(2-(4-((S or R)-6,8-dichloro-2-methyl-1,2,3,4-tetrahydroisoquinolin-4-yl)phenylsulfonamido)ethoxy)ethoxy)ethyl)acetamide) bis-hydrochloride salt Cl.Cl.O(CC(=O)NCCOCCOCCNS(=O)(=O)C1=CC=C(C=C1)[C@@H]1CN(CC2=C(C=C(C=C12)Cl)Cl)C)CC(=O)NCCOCCOCCNS(=O)(=O)C1=CC=C(C=C1)[C@@H]1CN(CC2=C(C=C(C=C12)Cl)Cl)C |o1:25,60|